Cl.C(OCCNC(CN)=O)(OC1=CC=C(C=C1)C=CC1=CC(=CC(=C1)OCC)OCC)=O (E)-2-(2-aminoacetamido)ethyl (4-(3,5-diethoxystyryl)phenyl) carbonate Hydrochloride